1-(4-methoxyphenyl)imidazole COC1=CC=C(C=C1)N1C=NC=C1